N-[3-[6-[4-(hydroxymethyl)phenyl]imidazo[1,2-b]pyridazin-3-yl]phenyl]acetamide OCC1=CC=C(C=C1)C=1C=CC=2N(N1)C(=CN2)C=2C=C(C=CC2)NC(C)=O